CC[C@H](C)/C=C/C1=CC2=C(C(=O)[C@@]3(C(=C(C(=O)O3)C(=O)/C(=C/C)/C)C2=CO1)C)Cl The molecule is an azaphilone that is 6H-furo[2,3-h]isochromene-6,8(6aH)-dione substituted by a chloro group at position 5, a methyl group at position 6a, a 2-methylbut-2-enoyl group at position 9 and a 3-methylpent-1-en-1-yl group at position 3. It has been isolated from Chaetomium globosum. It has a role as a Chaetomium metabolite. It is an azaphilone, an enone, an organic heterotricyclic compound, a gamma-lactone and an organochlorine compound.